NC1C(CC(CC1)CC1CC(C(CC1)N)CC)CC bis(4-amino-3-ethylcyclohexyl)methane